N1C(=NC2=C1C=CC=C2)NC(CNC(CC)=O)C2=CC(=CC=C2)C(F)(F)F (+)-N-{2-[(1H-1,3-benzodiazol-2-yl)amino]-2-[3-(trifluoromethyl)phenyl]-ethyl}propanamide